FC(COC1=C(C=C(C(=N1)OC)NS(=O)(=O)C1=CN=C2N1C=CC(=C2)OC)F)F N-[6-(2,2-difluoroethoxy)-5-fluoro-2-methoxy-3-pyridinyl]-7-methoxy-imidazo[1,2-a]pyridine-3-sulfonamide